N[C@H]1CN(C[C@H]2C[C@@H]12)C(=O)OC(C)(C)C |r| tert-butyl rac-(1S,5R,6R)-5-amino-3-azabicyclo[4.1.0]heptane-3-carboxylate